N-(cyclopropylmethyl)-5-((3-fluoro-4-methoxybenzyl)amino)-2-(tetrahydro-2H-pyran-4-yl)benzamide C1(CC1)CNC(C1=C(C=CC(=C1)NCC1=CC(=C(C=C1)OC)F)C1CCOCC1)=O